ClC1=CC(=CS1)CC(=O)O 2-(5-chlorothiophen-3-yl)acetic acid